C(C)(C)[C@](N=P(=O)OC1=C(C(=C(C(=C1F)F)F)F)F)(C)C(=O)O isopropyl-((S)-(perfluorophenoxy)phosphoryl)-L-alanine